[Cl-].CN1C(N(C=C1)CCC)C 1,2-dimethyl-3-propylimidazole chloride